C(C1=CC=CC=C1)OC(COC(=O)N(C1CCC(CC1)OC[C@@H]1N(CCC[C@@H]1NC(=O)OC(C)(C)C)C(=O)OCC1=CC=CC=C1)C)=O benzyl (2R,3S)-2-(((4-(((2-(benzyloxy)-2-oxoethoxy)carbonyl)(methyl)amino)cyclohexyl)oxy)methyl)-3-((tert-butoxycarbonyl)amino)piperidine-1-carboxylate